COC1=C(CN2CC(OCC2=O)C(=O)O)C=CC(=C1)OC 4-(2,4-dimethoxybenzyl)-5-oxomorpholine-2-carboxylic acid